C1(CC1)NC(CN1N=C(C2=NC=C(C=C21)C2=CC(=CC=C2)C(F)(F)F)C)=O N-Cyclopropyl-2-[3-methyl-6-[3-(trifluoromethyl)phenyl]pyrazolo[4,3-b]pyridin-1-yl]acetamide